[Cl-].C[N+](CC1=CC=CC=C1)(C)CC1=CC=C(C=C1)C=C N,N-dimethyl-N-benzyl-p-vinylbenzyl-ammonium chloride